ClC=1C=C(C=CC(=O)O)C=CC1 m-chlorocinnamic acid